(trimethoxy)methoxymethyl-silane COC(OC[SiH3])(OC)OC